NCCN(C(C1=CC=CC=C1)=O)CCNC(=O)OC/C=C/C=1C=CC(=C(C(=O)OC)C1)[N+](=O)[O-] Methyl (E)-5-(3-(((2-(N-(2-aminoethyl)benzamido)ethyl)carbamoyl)oxy)prop-1-en-1-yl)-2-nitrobenzoate